C(C)(C)(C)C1=CC=2C(=NC(=CN2)C(CCC[C@@H](OC(F)(F)F)[C@H]2N(C(OC2)(C)C)C(=O)OC(C)(C)C)=O)N1C tert-butyl (4S)-4-[(1R)-5-(6-tert-butyl-5-methyl-pyrrolo[2,3-b]pyrazin-3-yl)-5-oxo-1-(trifluoromethoxy)pentyl]-2,2-dimethyl-oxazolidine-3-carboxylate